5-fluoro-3-((difluoromethyl)thio)-2-phenyl-1-tosyl-1H-indole FC=1C=C2C(=C(N(C2=CC1)S(=O)(=O)C1=CC=C(C)C=C1)C1=CC=CC=C1)SC(F)F